FC(COC=1C=CC=NC1)F 5-(2,2-difluoroethoxy)-pyridine